(2R)-1-[4-[(R)-amino(5-chloro-2-hydroxy-4-methylphenyl)methyl]piperidin-1-yl]-2,3-dihydroxypropan-1-one cinnamate C(C=CC1=CC=CC=C1)(=O)O.N[C@H](C1CCN(CC1)C([C@@H](CO)O)=O)C1=C(C=C(C(=C1)Cl)C)O